4-(2-(azepan-1-yl)ethyl)-4,6,7,8-tetrahydro-5H-thieno[3,2-b]azepin-5-one N1(CCCCCC1)CCN1C2=C(CCCC1=O)SC=C2